(((CIS)-4-isopropylcyclohexyl)oxy)methyl-3-(1H-1,2,4-triazol-3-yl)piperidine-1-carboxamide C(C)(C)[C@H]1CC[C@H](CC1)OCC1N(CCCC1C1=NNC=N1)C(=O)N